(R)-N-((R)-1-(3-chloro-2-methylphenyl)ethyl)-2-methylpropane-2-sulfinamide ClC=1C(=C(C=CC1)[C@@H](C)N[S@](=O)C(C)(C)C)C